FC=1C=C(C=CC1)N1N=CC2=CC(=CC=C12)C(=O)N1CCC(CC1)N1C(C2=CC=CC=C2C1)=O 2-(1-(1-(3-fluorophenyl)-1H-indazole-5-carbonyl)piperidin-4-yl)isoindolin-1-one